9-{[(2,4-difluorophenyl)methyl]carbamoyl}-4-methyl-6,8-dioxo-3,4,6,8,12,12a-hexahydro-2H-pyrido[1',2':4,5]pyrazino[2,1-b][1,3]oxazin-7-ol FC1=C(C=CC(=C1)F)CNC(=O)C=1C(C(=C2N(CC3OCCC(N3C2=O)C)C1)O)=O